N12CCCCCC2=NCCC1 1,8-Diazabicyclo-[5.4.0]undec-7-en